CC=1C(=C(C=CC1Br)F)[N+](=O)[O-] methyl-4-bromo-1-fluoro-2-nitrobenzene